2-(4-azido-6,6,6-trifluoro-n-hexyl)isoindoline-1,3-dione N(=[N+]=[N-])C(CCCN1C(C2=CC=CC=C2C1=O)=O)CC(F)(F)F